3-bromo-2,4,6-trimethylphenyl isocyanate BrC=1C(=C(C(=CC1C)C)N=C=O)C